glycerin monooleate lactate C(C(O)C)(=O)O.C(CCCCCCC\C=C/CCCCCCCC)(=O)O.OCC(O)CO